FCCCN1C[C@H](CC1)OC1=CC=C(C=C1)C1=C(CSC2=CC(=CC=C12)O)C1=CC=C(C=C1)SC(F)(F)F 4-[4-[(3S)-1-(3-Fluoropropyl)pyrrolidin-3-yl]oxyphenyl]-3-[4-(trifluoromethylsulfanyl)phenyl]-2H-thiochromen-7-ol